C1(CC1)C(O)(C=1N=C2N(N1)[C@@H](C[C@@H]2F)C2=CC=CC=C2)[2H] cyclopropyl-deutero-[(5S,7S)-7-fluoro-5-phenyl-6,7-dihydro-5H-pyrrolo[1,2-b][1,2,4]triazol-2-yl]methanol